BrC=1C2=C(C=NC1)C(C(O2)C(=O)OCC)=C=O ethyl 7-bromo-3-carbonyl-2,3-dihydrofurano[3,2-c]pyridine-2-carboxylate